N-[(2S)-4-(cyclopentylamino)-3-hydroxy-4-oxo-1-[(3S)-2-oxopyrrolidin-3-yl]butan-2-yl]piperidine-2-carboxamide TFA salt OC(=O)C(F)(F)F.C1(CCCC1)NC(C([C@H](C[C@H]1C(NCC1)=O)NC(=O)C1NCCCC1)O)=O